1-methylpyrrolidin-3-amine CN1CC(CC1)N